N-(triethoxysilylpropyl)-urethane C(C)O[Si](OCC)(OCC)CCCNC(=O)OCC